2,2-difluoroethyl triflate O(S(=O)(=O)C(F)(F)F)CC(F)F